5-((4-(cyclohexyloxy)-5-methyl-pyrimidin-2-yl)amino)benzo[c][1,2]oxaborole-1(3H)-ol C1(CCCCC1)OC1=NC(=NC=C1C)NC1=CC2=C(B(OC2)O)C=C1